FC=1C(=NC(=NC1)NC1=CC(=C(C=C1)OC)F)N fluoro-N2-(3-fluoro-4-methoxyphenyl)-2,4-pyrimidinediamine